N-[(2,3-dichloro-6-hydroxyphenyl)(pyridin-4-yl)methyl]pyrrolidine-2-carboxamide ClC1=C(C(=CC=C1Cl)O)C(NC(=O)C1NCCC1)C1=CC=NC=C1